[O-]C#N.[Ce+3].[O-]C#N.[O-]C#N cerium cyanate salt